1-(5-hydroxy-6-(5H-imidazo[5,1-a]isoindol-5-yl)-2-azaspiro[3.4]octan-2-yl)ethan-1-one OC1C2(CN(C2)C(C)=O)CCC1C1N2C(C3=CC=CC=C13)=CN=C2